5-(2-aminoethyl)-4-methyl-2,4-dihydro-3H-1,2,4-triazol-3-one hydrochloride Cl.NCCC=1N(C(NN1)=O)C